(Z)-2-(2-chloro-4-cyanophenyl)-3-(dimethylamino)acrylic acid methyl ester COC(\C(=C/N(C)C)\C1=C(C=C(C=C1)C#N)Cl)=O